N1(C=NC=C1)C(=O)N1CCC2(CC(C2)NC(OC(C)(C)C)=O)CC1 tert-butyl (7-(1H-imidazole-1-carbonyl)-7-azaspiro[3.5]nonan-2-yl)carbamate